C(C)(C)(C)OC(N[C@@H]1[C@@H](OCC12CCN(CC2)C2=NC(=C(N=C2)SC=2C(=C1C=NNC1=CC2)Cl)N)C)=O ((3S,4S)-8-(6-amino-5-((4-chloro-1H-indazol-5-yl)thio)pyrazin-2-yl)-3-methyl-2-oxa-8-azaspiro[4.5]decan-4-yl)carbamic acid tert-butyl ester